COC1CCN(CC1)CC1=C(C=CC(=C1)B1OC(C(O1)(C)C)(C)C)C1CCOCC1 4-methoxy-1-(2-(tetrahydro-2H-pyran-4-yl)-5-(4,4,5,5-tetramethyl-1,3,2-dioxaborolan-2-yl)benzyl)piperidine